N1(N=CC=C1)CCC=1N(C=2C(=C3CC[C@@H](N(C3=CC2)C(=O)OC)C)N1)CC(=O)NCC1=NN=C(N1C)C methyl (S)-2-(2-(1H-pyrazol-1-yl)ethyl)-3-(2-(((4,5-dimethyl-4H-1,2,4-triazol-3-yl)methyl)amino)-2-oxoethyl)-7-methyl-3,7,8,9-tetrahydro-6H-imidazo[4,5-f]quinoline-6-carboxylate